C(CC=1OCCN1)C=1OCCN1 2,2'-(1,2-ethylene)-bis(2-oxazoline)